C1(=CC=CC=C1)C=1C(C(C=C(C1)Cl)=N)O phenyl-2-hydroxy-5-chlorobenzeneimine